2,6-dichloro-4-(2-ethyl-1,3-dioxane-2-yl)pyridine ClC1=NC(=CC(=C1)C1(OCCCO1)CC)Cl